NC1=NC=C(C=2C1=NC(=C(N2)N[C@H]2C[C@H](CC2)O)CC)C=2C=NN(C2)C2=NC=NC=C2C (1S,3R)-3-((5-amino-3-ethyl-8-(1-(5-methylpyrimidin-4-yl)-1H-pyrazol-4-yl)pyrido[3,4-b]pyrazin-2-yl)amino)cyclopentane-1-ol